diethyl 5-methylpyridine-2,3-dicarboxylate CC=1C=C(C(=NC1)C(=O)OCC)C(=O)OCC